C(C)(=O)OCC=C1CCN(CC1)C(=O)OC(C)(C)C tert-Butyl 4-[2-(acetyloxy)ethylidene]piperidine-1-carboxylate